1-methoxy-3-methylbutane COCCC(C)C